3-(hexyloxy)-4-(1-(trifluoromethyl)-1,2,5,6-tetrahydropyridin-3-yl)-1,2,5-thiadiazole C(CCCCC)OC1=NSN=C1C=1CN(CCC1)C(F)(F)F